ureidodisulfide N(C(=O)N)SSNC(=O)N